tert-butyl (R)-4-(1-((7-fluoro-2-methylimidazo[1,2-a]pyridin-6-yl)carbamoyl)-2,3-dihydro-1H-pyrrolo[2,3-b]pyridin-4-yl)-2-methylpiperazine-1-carboxylate FC1=CC=2N(C=C1NC(=O)N1CCC=3C1=NC=CC3N3C[C@H](N(CC3)C(=O)OC(C)(C)C)C)C=C(N2)C